S1C(=NC2=C1C=CC=C2)NC(=O)C=2C=CC=C1CCN(CC21)C2=CC=C(C(=N2)C(=O)NS(=O)(=O)C=2C=CC(=NC2)CCC(=O)OCC)C=2C=NN(C2C)CC2CCCCC2 Ethyl 3-(5-(N-(6-(8-(benzo[d]thiazol-2-ylcarbamoyl)-3,4-dihydroisoquinolin-2(1H)-yl)-3-(1-(cyclohexylmethyl)-5-methyl-1H-pyrazol-4-yl)picolinoyl)sulfamoyl)pyridin-2-yl)propanoate